2-{2-[(2,5-Dimethylphenoxy)methyl]phenyl}-2-methoxy-N-methylacetamide CC1=C(OCC2=C(C=CC=C2)C(C(=O)NC)OC)C=C(C=C1)C